3,4-epoxytetrahydrofuran O1CC2C(C1)O2